C(C)(=O)OC(CS)=O thioglycolyl acetate